Cl.O=C1NC2(CN1CC(=O)NC1=CC=C(C=C1)C(F)(F)F)CCN(CC2)C=2C=1N(C=CN2)C=CC1 2-(2-Oxo-8-(pyrrolo[1,2-a]pyrazin-1-yl)-1,3,8-triazaspiro[4.5]decan-3-yl)-N-(4-(trifluoromethyl)phenyl)acetamide hydrochloride